methyl N-(6-benzoyl-1H-benzimidazol-2-yl)carbamate C(C1=CC=CC=C1)(=O)C=1C=CC2=C(NC(=N2)NC(OC)=O)C1